5-[[4-Chloro-2-[1-(2-hydroxyethyl)-4,5-dihydroimidazol-2-yl]-5-[[3-[3-[3-(4-hydroxy-1-piperidyl)propoxy]-2-methyl-phenyl]-2-methyl-phenyl]methoxy]phenoxy]methyl]pyridine-3-carbonitrile ClC1=CC(=C(OCC=2C=C(C=NC2)C#N)C=C1OCC1=C(C(=CC=C1)C1=C(C(=CC=C1)OCCCN1CCC(CC1)O)C)C)C=1N(CCN1)CCO